IC1=NN(C2=CC=C(C=C12)O[C@@H](CCNC(OCC1=CC=CC=C1)=O)C)C1OCCCC1 benzyl N-[(3R)-3-(3-iodo-1-tetrahydropyran-2-yl-indazol-5-yl)oxybutyl]carbamate